FC1=CC=C(CNC(=O)C2=CC3=C(N=C(S3)C=3C(=NC=CC3)C)C=C2)C=C1 N-(4-fluorobenzyl)-2-(2-methylpyridin-3-yl)benzo[d]thiazole-6-carboxamide